5-((4-aminophenyl)carbamoyl)-1-methyl-1H-pyridine NC1=CC=C(C=C1)NC(=O)C=1C=CCN(C1)C